N-(1-((1S,3R,4S)-4-hydroxy-3-(hydroxymethyl)-2-methylenecyclopentyl)-5-methyl-2-oxo-1,2-dihydropyrimidin-4-yl)benzamide O[C@@H]1[C@H](C([C@H](C1)N1C(N=C(C(=C1)C)NC(C1=CC=CC=C1)=O)=O)=C)CO